C(C1=CC=CC=C1)N1C=NC2=C1C=C(C=C2)C2=NNC(=C2)NC(C2=CC=C(C=C2)NC2CCN(CC2)C)=O N-(3-(1-benzyl-1H-benzo[d]imidazol-6-yl)-1H-pyrazol-5-yl)-4-((1-methylpiperidin-4-yl)amino)benzamide